C1(CC1)[C@@H](C)N(C(=O)OCC1=C(N=NN1C)C1=CC=C(C(=N1)C)C#CC1(CC1)CC(=O)O)C (R)-2-(1-((6-(5-((((1-cyclopropylethyl)(methyl)carbamoyl)oxy)methyl)-1-methyl-1H-1,2,3-triazol-4-yl)-2-methylpyridin-3-yl)ethynyl)cyclopropyl)acetic acid